methyl (7S)-7-methyl-3-{2-[methyl(oxan-4-yl)amino]ethyl}-2-[2-(2-oxo-1,2-dihydropyridin-1-yl)ethyl]-3H,6H,7H,8H,9H-imidazo[4,5-f]quinoline-6-carboxylate C[C@@H]1N(C2=CC=C3C(=C2CC1)N=C(N3CCN(C3CCOCC3)C)CCN3C(C=CC=C3)=O)C(=O)OC